IC1=C(C=CC=C1I)C#C 2,3-diiodophenylacetylene